ClC=1C=C2C(=CC1)C(N(C[C@@]21C(N(C[C@@H]1CNCC)C1=CN=CC2=CC=CC=C12)=O)CC1=NC=NC(=C1)C)=O (4S,4'S)-6-chloro-4'-[(ethylamino)methyl]-1'-(4-isoquinolyl)-2-[(6-methylpyrimidin-4-yl)methyl]spiro[3H-isoquinoline-4,3'-pyrrolidine]-1,2'-dione